C(C1=CC=CC=C1)(=O)C1=CC=C(C(=O)NC2=C(C=CC=C2)NC(=O)C2=CC=NC=C2)C=C1 N-[2-(4-benzoylbenzamido)phenyl]pyridine-4-carboxamide